ClC1=C(OCC(=O)NCCNC(OC(C)(C)C)=O)C=CC(=C1Cl)C(C(CC)=C)=O Tert-butyl (2-(2-(2,3-dichloro-4-(2-methylenebutanoyl)phenoxy)acetamido)ethyl)-carbamate